CC1=CC(=NC(=N1)SC)C1=CN=C(S1)N(C(OC(C)(C)C)=O)COCC[Si](C)(C)C tert-butyl N-{5-[6-methyl-2-(methylsulfanyl)pyrimidin-4-yl]-1,3-thiazol-2-yl}-N-{[2-(trimethylsilyl)ethoxy]methyl}carbamate